tert-butyl (R)-3-((1-(3-chlorophenyl)-1H-1,2,3-triazole-4-carboxamido)-methyl)-pyrrolidine-1-carboxylate ClC=1C=C(C=CC1)N1N=NC(=C1)C(=O)NC[C@@H]1CN(CC1)C(=O)OC(C)(C)C